chloro-chlorostyrene ClC(=CC1=CC=CC=C1)Cl